O[C@H]1[C@@H](CN(C1)C(=O)OC(C)(C)C)C(=O)OCC (trans)-1-tert-butyl 3-ethyl 4-hydroxypyrrolidine-1,3-dicarboxylate